ammonium lauroyl sulphate S(=O)(=O)(OC(CCCCCCCCCCC)=O)[O-].[NH4+]